((6-((5S,6R)-5-(hydroxymethyl)-5,6-dimethyl-2-((3-methyl-4-(1-methylpiperidin-4-yl)phenyl)amino)-5,6-dihydro-7H-pyrrolo[2,3-d]pyrimidin-7-yl)pyridin-2-yl)imino)dimethyl-λ6-sulfanone OC[C@@]1([C@H](N(C=2N=C(N=CC21)NC2=CC(=C(C=C2)C2CCN(CC2)C)C)C2=CC=CC(=N2)N=S(=O)(C)C)C)C